OC[C@H]1O[C@@H]([C@@H]([C@H]([C@H]1O)N1N=NC(=C1)C1=CC(=C(C(=C1)F)F)F)OC)CC1=NOC(=C1)C1CCN(CC1)CC(C)C (2R,3R,4S,5R,6R)-2-(hydroxymethyl)-6-((5-(1-isobutylpiperidin-4-yl)isoxazol-3-yl)methyl)-5-methoxy-4-(4-(3,4,5-trifluorophenyl)-1H-1,2,3-triazol-1-yl)tetrahydro-2H-pyran-3-ol